[Si](C)(C)(C(C)(C)C)O[C@H]1C\C(\C2(C1)CCN(CC2)C(=O)OC(C)(C)C)=N/[S@](=O)C(C)(C)C tert-butyl (R,E)-3-((tert-butyldimethylsilyl)oxy)-1-(((R)-tert-butylsulfinyl)imino)-8-azaspiro[4.5]decane-8-carboxylate